4-[4-(2,6-dioxo-3-piperidyl)-2,3-dihydro-1,4-benzoxazin-7-yl]piperidine O=C1NC(CCC1N1CCOC2=C1C=CC(=C2)C2CCNCC2)=O